BrCC(=O)C1=CN(C=C1C(F)(F)F)COCC[Si](C)(C)C 2-bromo-1-(4-(trifluoromethyl)-1-((2-(trimethylsilyl)ethoxy)methyl)-1H-pyrrol-3-yl)ethan-1-one